O=C1C(=C(C=NN1)N1[C@H](C2=CC=CC=C2C1)COC1=NC=CC(=N1)C(=O)N1CCN(CC1)C1=CC=C(C=N1)C#N)C(F)(F)F 6-[4-[(2-[[(1R)-2-[6-Oxo-5-(trifluoromethyl)-1,6-dihydropyridazin-4-yl]-2,3-dihydro-1H-isoindol-1-yl]methoxy]pyrimidin-4-yl)carbonyl]piperazin-1-yl]pyridine-3-carbonitrile